(4aR,7R,8aS)-6-(4-methylphenyl)sulfanyl-2-phenyl-4,4a,6,7,8,8a-hexahydropyrano[3,2-d][1,3]dioxin-7-amine CC1=CC=C(C=C1)SC1[C@@H](C[C@@H]2OC(OC[C@H]2O1)C1=CC=CC=C1)N